2-bromo-N-[4-[tert-butyl(dimethyl)silyl]oxycyclohexyl]-5-fluoro-N-methyl-aniline BrC1=C(N(C)C2CCC(CC2)O[Si](C)(C)C(C)(C)C)C=C(C=C1)F